6-cyclopropylpyridinium C1(CC1)C1=CC=CC=[NH+]1